γ-(methacryloxy)propyl-trimethoxysilane C(C(=C)C)(=O)OCCC[Si](OC)(OC)OC